COC=1C=C(C=C(C1OC)OC)SC=1C=C(C(=CC1)N)N 4-((3,4,5-trimethoxyphenyl)thio)benzene-1,2-diamine